Racemic-N5-ethyl-N2-methyl-3-(1-(2-(trifluoromethyl)phenyl)ethoxy)-1H-pyrrole-2,5-dicarboxamide C(C)NC(=O)C1=CC(=C(N1)C(=O)NC)O[C@H](C)C1=C(C=CC=C1)C(F)(F)F |r|